Pentyl propyl (2-((ethoxy(methoxy)phosphoryl)methyl)butyl)phosphonate C(C)OP(=O)(OC)CC(CP(OCCCCC)(OCCC)=O)CC